COC(C(=C)NC(C(=C)NC(=O)C=1N=C(SC1)C1=CC=CC=C1)=O)=O 2-(2-(2-Phenylthiazole-4-carboxamido)acrylamido)acrylic acid methyl ester